ClC1=C(C=C(C(=C1)C1(COC1)OCC1=CC=C(C=C1)C)C)N=CN(C)CC N'-(2-chloro-5-methyl-4-(3-((4-methylbenzyl)oxy)oxetan-3-yl)phenyl)-N-ethyl-N-methylformimidamide